methyl 2-methyl-5-nitro-1,2,3,4-tetrahydroquinoline-1-carboxylate CC1N(C2=CC=CC(=C2CC1)[N+](=O)[O-])C(=O)OC